amino-naphthalene-1,8-dicarboxylic acid NC1=C(C2=C(C=CC=C2C=C1)C(=O)O)C(=O)O